C(C1=CC=C(C(=O)O)C=C1)(=O)O.C1(CCC(CC1)CO)CO (1,4-cyclohexanedimethanol) terephthalate